O=C1C(=CN(C=2N=CN=CC21)C=2SC=CN2)C(=O)O 5-oxo-8-(1,3-thiazol-2-yl)-5H,8H-pyrido[2,3-d]Pyrimidine-6-carboxylic acid